NC1=CC(C(NC1=NC=1C(=NN2C1C=CC=C2)OCCCN2CCN(CC2)C)=NC=2C(=NN1C2C=CC=C1)OCCCN1CCN(CC1)C)=N N,N'-(5-amino-3-iminopyridine-2,6(1H,3H)-diylidene)bis{2-[3-(4-methylpiperazin-1-yl)propoxy]pyrazolo[1,5-a]pyridin-3-amine}